CN1CCN(CC1)CC1=CC=2C(=NC=CC2C=2C=C3C(=NNC3=CC2)N)N1 5-(2-((4-methylpiperazin-1-yl)methyl)-1H-pyrrolo[2,3-b]pyridine-4-yl)-1H-indazol-3-amine